(R)-4-(2-Hydroxypropan-2-yl)-N'-((2-isopropyl-6,7-dihydro-5H-cyclopenta[b]pyridin-4-yl)carbamoyl)thiophene-2-sulfonimidamide OC(C)(C)C=1C=C(SC1)[S@@](=O)(N)=NC(NC1=C2C(=NC(=C1)C(C)C)CCC2)=O